(S)-2-(3,5-difluorophenyl)-pyrrolidine FC=1C=C(C=C(C1)F)[C@H]1NCCC1